C1(=CC=CC=C1)C(CO)(C)O 2-phenyl-1,2-propanediol